(7S,8aS)-7-(3-([1,2,4]triazolo[1,5-a]pyridin-5-yl)propyl)-2-(5-fluoro-4-methylpyridin-2-yl)hexahydropyrrolo[1,2-a]pyrazin-6(2H)-one N=1C=NN2C1C=CC=C2CCC[C@H]2C[C@@H]1N(CCN(C1)C1=NC=C(C(=C1)C)F)C2=O